ClC1=C(C=CC=C1)[C@H]1N(CCC1)C=1C=C(C(=NC1)C(=O)N[C@H](C)\C=C\S(=O)(=O)C)F 5-((S)-2-(2-Chlorophenyl)pyrrolidin-1-yl)-3-fluoro-N-((R,E)-4-(methylsulfonyl)but-3-en-2-yl)picolinamide